Br[Ir](Br)(Br)(Br)(Br)Br Hexabromoiridium